3-{5-[(1S,4R,5R)-5-{[5-cyclopropyl-3-(2,6-dichlorophenyl)-1,2-oxazol-4-yl]methoxy}-3-oxo-2-azabicyclo[2.2.1]heptan-2-yl]-3-fluoropyridin-2-yl}propanoic acid C1(CC1)C1=C(C(=NO1)C1=C(C=CC=C1Cl)Cl)CO[C@H]1[C@@H]2C(N([C@H](C1)C2)C=2C=C(C(=NC2)CCC(=O)O)F)=O